FC(CC12CNCCC1OC(N2)=O)F 3a-(2,2-difluoroethyl)hexahydrooxazolo[4,5-c]Pyridin-2(3H)-one